5-Amino-N-(3-cyano-1H-indol-7-yl)-1-(difluoromethyl)pyrazol-4-sulfonamid NC1=C(C=NN1C(F)F)S(=O)(=O)NC=1C=CC=C2C(=CNC12)C#N